6-oxo-1,6-dihydropyrimidin O=C1C=CN=CN1